p-aminoanisolesulfonic acid NC=1C=C(C(=CC1)OC)S(=O)(=O)O